1-oxo-6-azaspiro[3.4]octane oxalate C(C(=O)O)(=O)O.O=C1CCC12CNCC2